FC1=C(C=C(C=C1)CNC1=NC(=NC=2N1N=CC2C(C)C)NC2CCOCC2)NC(=O)C2CNCC2 N-(2-fluoro-5-(((8-isopropyl-2-((tetrahydro-2H-pyran-4-yl)amino)pyrazolo[1,5-a][1,3,5]triazin-4-yl)amino)methyl)phenyl)pyrrolidine-3-carboxamide